(E)-N-(4-(8-(1,2-dimethyl-6-(trifluoromethyl)-1H-benzo[d]imidazol-5-yl)indolizine-3-carbonyl)-2,6-difluorophenyl)-4-((4-(hydroxymethyl)tetrahydro-2H-pyran-4-yl)amino)but-2-enamide CN1C(=NC2=C1C=C(C(=C2)C2=CC=CN1C(=CC=C21)C(=O)C2=CC(=C(C(=C2)F)NC(\C=C\CNC2(CCOCC2)CO)=O)F)C(F)(F)F)C